1-isopropyl-3-(4-nitrophenyl)-1H-pyrazolo[3,4-d]Pyrimidine-4-amine C(C)(C)N1N=C(C=2C1=NC=NC2N)C2=CC=C(C=C2)[N+](=O)[O-]